methyl 4-hydroxy-2-iodo-3-methoxybenzoate OC1=C(C(=C(C(=O)OC)C=C1)I)OC